1,3-dimethyl-6-chloro-2-thioxo-4(1H)-pyrimidinone CN1C(N(C(C=C1Cl)=O)C)=S